4,5-dimethyl-2-methylene-1,3-dioxolane CC1OC(OC1C)=C